OC1=C(C=CC=C1)C=1C=C(C=NC1OC1=CC=C(C=C1)C(F)(F)F)C(=O)N[C@@H](CO)C 5-(2-hydroxyphenyl)-N-[(2R)-1-hydroxypropan-2-yl]-6-[4-(trifluoromethyl)phenoxy]pyridine-3-carboxamide